2-(4-chloro-1-isopropyl-1H-pyrazol-5-yl)-N-(4-(1-ethyl-(trifluoromethyl)-1H-imidazol-2-yl)benzyl)-4,5,6,7-tetrahydropyrazolo[1,5-a]pyridinamine ClC=1C=NN(C1C1(NN2C(CCCC2)=C1)NCC1=CC=C(C=C1)C=1N(C=C(N1)C(F)(F)F)CC)C(C)C